1-(4-fluorophenyl)-5,6-dimethyl-2-oxo-1,2-dihydropyridine-3-carboxylic acid FC1=CC=C(C=C1)N1C(C(=CC(=C1C)C)C(=O)O)=O